(2R,3R,11bR)-9-(2,2-Difluoropropoxy)-3-(2,2-dimethylpropyl)-10-methoxy-1H,2H,3H,4H,6H,7H,11bH-pyrido[2,1-a]isochinolin-2-ol FC(COC=1C=C2CCN3[C@@H](C2=CC1OC)C[C@H]([C@@H](C3)CC(C)(C)C)O)(C)F